bis(3,5-dibromo-4-hydroxyphenyl)methanone ethyl-(S)-2-amino-9-(5,6,7,8-tetrahydro-1,8-naphthyridin-2-yl)nonanoate bishydrochloride Cl.Cl.C(C)OC([C@H](CCCCCCCC1=NC=2NCCCC2C=C1)N)=O.BrC=1C=C(C=C(C1O)Br)C(=O)C1=CC(=C(C(=C1)Br)O)Br